OC1(CCC2(CCOCC2)CC1)CC=O 2-(9-hydroxy-3-oxaspiro[5.5]undecan-9-yl)ethan-1-one